N[C@H]1[C@H](CCC1)OC=1C=C2CN(C(C2=CC1)=O)C1C(NC(CC1)=O)=O 3-(5-(((1s,2r)-2-aminocyclopentyl)oxy)-1-oxoisoindolin-2-yl)piperidine-2,6-dione